ClC=1C=CC2=C(C(=N[C@H](C=3N2C(=NN3)SCCO)CCC(=O)OC)C3=C(C=CC=C3)F)C1 methyl (S)-3-(8-chloro-6-(2-fluorophenyl)-1-((2-hydroxyethyl)thio)-4H-benzo[f][1,2,4]triazolo[4,3-a][1,4]diazepin-4-yl)propionate